C(N)(OC(CCC1(CNC1)C)(C)C)=O ((3-methylazetidin-3-yl)methyl)tert-butyl carbamate